O1N=C(N=C1)COCC(=O)C1=CC=C(C=C1)C1=NOC(=N1)C(F)(F)Cl 2-((1,2,4-oxadiazol-3-yl)methoxy)-1-(4-(5-(chlorodifluoromethyl)-1,2,4-oxadiazol-3-yl)phenyl)ethan-1-one